N-(2-fluoro-5-methyl-4-((1-methyl-1H-benzo[d]imidazol-5-yl)oxy)phenyl)-6-((3S,6R)-6-methylpiperidin-3-yl)pyrido[3,2-d]pyrimidin-4-amine FC1=C(C=C(C(=C1)OC1=CC2=C(N(C=N2)C)C=C1)C)NC=1C2=C(N=CN1)C=CC(=N2)[C@@H]2CN[C@@H](CC2)C